Methyl 6-chloro-5-cyclopropyl-3-[4-[(4-methylpiperazin-1-yl)methyl]anilino]pyrazine-2-carboxylate ClC1=C(N=C(C(=N1)C(=O)OC)NC1=CC=C(C=C1)CN1CCN(CC1)C)C1CC1